5-(4-cyclohexyl-3-fluoro-phenyl)-3-[3-(fluoromethyl)azetidine-1-carbonyl]-2-pyrazin-2-yl-4H-pyrazolo[1,5-a]pyrimidin-7-one C1(CCCCC1)C1=C(C=C(C=C1)C=1NC=2N(C(C1)=O)N=C(C2C(=O)N2CC(C2)CF)C2=NC=CN=C2)F